(2R,3S)-N,N-bis(4-methoxybenzyl)-3-methyl-pent-4-ene-2-sulfonamide COC1=CC=C(CN(S(=O)(=O)[C@H](C)[C@H](C=C)C)CC2=CC=C(C=C2)OC)C=C1